C(#N)C(C(=O)OC(C)C)C1=NC2=CC=CC=C2N=C1N1CCN(CC1)C isopropyl 2-cyano-2-(3-(4-methylpiperazin-1-yl) quinoxalin-2-yl)acetate